selenolinate [Se]1C(=CCC1)C(=O)[O-]